3-methyl-1,4-dioxaspiro[4.5]decan-2-one CC1C(OC2(O1)CCCCC2)=O